(2,2,2-trifluoroethyl)(2-fluorophenyl) (2,2,2-trifluoroethyl)phosphonate FC(CP(OC1=C(C(=CC=C1)CC(F)(F)F)F)([O-])=O)(F)F